6-((E)-2-(naphthalen-1-yl)vinyl)pyrimidine C1(=CC=CC2=CC=CC=C12)/C=C/C1=CC=NC=N1